C(N)(O)=O.C(C)(C)(C)[C@@H]1C[C@H](CC1)NC=1N=NC(=CN1)Br tert-butyl-((1S,3S)-3-((6-bromo-1,2,4-triazin-3-yl)amino)cyclopentane) carbamate